NC=1C2=C(N=C(N1)C)N(C=C2C2=C(C=C(C=C2)NC(C(C2=CC(=CC=C2)C(F)(F)F)O)=O)F)C N-(4-(4-amino-2,7-dimethyl-7H-pyrrolo[2,3-d]pyrimidin-5-yl)-3-fluorophenyl)-2-hydroxy-2-(3-(trifluoromethyl)phenyl)acetamide